FC=1C=C(C=CC1N1CCCCC1)NC(=O)C=1N=C(OC1C)N1CC(CC1)O N-(3-fluoro-4-(piperidin-1-yl)phenyl)-2-(3-hydroxypyrrolidin-1-yl)-5-methyloxazole-4-carboxamide